NC1=C(C=C(N=N1)C1=C(C=CC=C1)O)N1CC2CCC(C1)N2 2-(6-amino-5-(3,8-diazabicyclo[3.2.1]oct-3-yl)pyridazin-3-yl)phenol